1-[1-[4-(5-chloro-3-pyridyl)triazol-1-yl]ethyl]-4-[(3R)-3-(cyclobutylmethyl-amino)-1-piperidyl]pyridin-2-one ClC=1C=C(C=NC1)C=1N=NN(C1)C(C)N1C(C=C(C=C1)N1C[C@@H](CCC1)NCC1CCC1)=O